4-(1-(4-aminocyclohexyl)-5-ethoxy-4-(1-methyl-1H-indazol-5-yl)-1H-pyrazol-3-yl)-2-fluorobenzonitrile NC1CCC(CC1)N1N=C(C(=C1OCC)C=1C=C2C=NN(C2=CC1)C)C1=CC(=C(C#N)C=C1)F